ClC1=C(C(=O)O)C=C(C(=N1)C1CCC1)Cl 2,5-dichloro-6-cyclobutylnicotinic acid